C(C)(=O)NC1=NC=C(C(=C1)NC1=CC(=NC(=N1)C(C)(F)F)C=1C=NN(C1)CC(=O)O)OCC 2-(4-(6-((2-acetamido-5-ethoxypyridin-4-yl)amino)-2-(1,1-difluoroethyl)pyrimidin-4-yl)-1H-pyrazol-1-yl)acetic acid